(4-((4-(4-(((S)-1-cyanopropyl)carbamoyl)phenyl)-5-methylpyrimidin-2-yl)amino)-1H-pyrazol-1-yl)piperidine-1-carboxylic acid benzyl ester C(C1=CC=CC=C1)OC(=O)N1C(CCCC1)N1N=CC(=C1)NC1=NC=C(C(=N1)C1=CC=C(C=C1)C(N[C@@H](CC)C#N)=O)C